N-methyl-3,3-bis(4-hydroxyphenyl)benzopyrrolidone Iron (III) p-toluenesulphonate CC1=CC=C(C=C1)S(=O)(=O)[O-].[Fe+3].CN1C(C(C2=C1C=CC=C2)(C2=CC=C(C=C2)O)C2=CC=C(C=C2)O)=O.CC2=CC=C(C=C2)S(=O)(=O)[O-].CC2=CC=C(C=C2)S(=O)(=O)[O-]